ethyl (S or R)-6-(1-methoxyethyl)imidazo[1,2-a]pyridine-2-carboxylate CO[C@@H](C)C=1C=CC=2N(C1)C=C(N2)C(=O)OCC |o1:2|